OC1(CC(C1)NC=1N=NC(=C2C1OCC2)C2=NC=C(C=C2O)C(F)(F)F)C 2-(7-(((cis)-3-hydroxy-3-methylcyclobutyl)amino)-2,3-dihydrofuro[2,3-d]pyridazin-4-yl)-5-(trifluoromethyl)pyridin-3-ol